C(C)N1C(COC2=C1C=C(C=C2)C=2CSC1=CC(=CC=C1C2C2=CC=C(C=C2)O[C@@H]2CN(CC2)CCCF)O)=O 4-Ethyl-6-[4-[4-[(3S)-1-(3-fluoropropyl)pyrrolidin-3-yl]oxyphenyl]-7-hydroxy-2H-thiochromen-3-yl]-1,4-benzoxazin-3-on